O[C@]12[C@@H]3CC[C@@H]4C[C@H](CC[C@@]4([C@H]3CC[C@@]2([C@H](CC1)C=1C=CC(OC1)=O)C)C)NC(=O)[C@@H]1NCCC1 (R)-N-((3S,5R,8R,9S,10S,13R,14S,17R)-14-hydroxy-10,13-dimethyl-17-(2-oxo-2H-pyran-5-yl)hexadecahydro-1H-cyclopenta[a]phenanthren-3-yl)pyrrolidine-2-carboxamide